BrC1=CC2=C(CCC=3C(=NN(C23)C2=CSC=C2)C(=O)N2C(COCC2)(C)C)C=C1OC [8-bromo-7-methoxy-1-(3-thienyl)-4,5-dihydrobenzo[g]indazol-3-yl]-(3,3-dimethylmorpholin-4-yl)methanone